C(C=C)OCC=C.[Na].[Na] DISodium allyloxide